C(CCCCCCCCCCCC)OC(CCCCCCCCCCCCCCCCC)=O Tridecylstearat